N-(3-(2-chloro-5-fluorophenyl)-2H-indazol-4-yl)-3-fluoro-5-(trifluoromethyl)benzamide ClC1=C(C=C(C=C1)F)C=1NN=C2C=CC=C(C12)NC(C1=CC(=CC(=C1)C(F)(F)F)F)=O